COC(=O)C=1N(C(=C(C1Cl)C1=C(C=NN1C)Cl)Cl)C 3,5-dichloro-4-(4-chloro-1-methyl-1H-pyrazol-5-yl)-1-methyl-1H-pyrrole-2-carboxylic acid methyl ester